CP(=O)(C)/C=C/C(=O)O (E)-3-(dimethylphosphoryl)acrylic acid